ClC=1C=C(C=CC1)C(CO)NC(=O)C1=CN(C=C1C)C1=NC(=NC=C1C)NC1=CC=C(C=C1)F N-(1-(3-chlorophenyl)-2-hydroxyethyl)-1-(2-((4-fluorophenyl)amino)-5-methyl-pyrimidin-4-yl)-4-methyl-1H-pyrrole-3-carboxamide